C(C)(C)(C)P(C1=C(C=CC=C1)C1=C(C=C(C=C1C(C)C)C(C)C)C(C)C)C(C)(C)C Ditert-butyl-[2-(2,4,6-triisopropylphenyl)phenyl]phosphane